C(C)(=O)C1=NC2=CC(=CC(=C2C=C1C1=CC=C(C=C1)F)C(C)NC1=C(C(=O)O)C=CC=C1)C 2-((1-(2-acetyl-3-(4-fluorophenyl)-7-methylquinolin-5-yl)ethyl)amino)benzoic acid